C(=O)(OC(C)(C)C)N[C@@H]1C[C@H](CC1)O (1S,3S)-3-(Boc-amino)-1-cyclopentanol